O=C1N(CCC(N1)=O)C=1C=C(C(=O)N2CCC(CC2)O[C@H]2[C@@H](CN(CC2)C(=O)OC(C)(C)C)F)C=CC1 tert-butyl (3R,4R)-4-((1-(3-(2,4-dioxotetrahydropyrimidin-1(2H)-yl) benzoyl) piperidin-4-yl) oxy)-3-fluoropiperidine-1-carboxylate